BrC=1C(=C(C(=CC1)F)O)F 3-Bromo-2,6-difluorophenol